5-amino-3-methylsulfanyl-1,2,4-triazine-6-carboxylic acid ethyl ester C(C)OC(=O)C1=C(N=C(N=N1)SC)N